BrCC#C 3-bromopropyne